N,3-dimethyl-4-((7-methyl-8-oxo-9-(tetrahydro-2H-pyran-4-yl)-8,9-dihydro-7H-purin-2-yl)amino)benzamide CNC(C1=CC(=C(C=C1)NC1=NC=C2N(C(N(C2=N1)C1CCOCC1)=O)C)C)=O